2,2-Diphenyl-1-(4-(trifluoromethoxy)benzyl)aziridine C1(=CC=CC=C1)C1(N(C1)CC1=CC=C(C=C1)OC(F)(F)F)C1=CC=CC=C1